CCCCC/C=C\C/C=C\CCCCCCCC(=O)O[C@H](COC(=O)CCCCCCC/C=C\CCCC)COP(=O)(O)OC[C@H](CO)O 1-(9Z-tetradecenoyl)-2-(9Z,12Z-octadecadienoyl)-glycero-3-phospho-(1'-sn-glycerol)